tert-butyl (trans-3-(4-chloro-5-((3-methyl-5-(phenylethynyl)pyridin-2-yl)carbamoyl)-1H-pyrazol-1-yl)cyclobutyl)carbamate ClC=1C=NN(C1C(NC1=NC=C(C=C1C)C#CC1=CC=CC=C1)=O)[C@@H]1C[C@H](C1)NC(OC(C)(C)C)=O